CNCC(=O)O.C(C)C(CCCCP)(CC)CC triethylmonopentylphosphine (N-methylglycine) salt